Cl.NCCCCNC1=C(C(=O)N)C=CC=C1[N+](=O)[O-] (4-aminobutylamino)-3-nitrobenzamide hydrochloride